C(C)(C1=CC(=CC(=C1N)C)C)C1=CC(=CC(=C1N)C)C 6,6'-(ethane-1,1-diyl)bis(2,4-dimethylaniline)